tert-Butyl 3-fluoro-5-(1-(tetrahydrofuran-3-yl)-1H-pyrazol-4-yl)benzylcarbamate FC=1C=C(CNC(OC(C)(C)C)=O)C=C(C1)C=1C=NN(C1)C1COCC1